2,3-dimethoxy-N-[1-(2-methoxyethyl)piperidin-4-yl]acridin-9-amine COC1=CC2=C(C3=CC=CC=C3N=C2C=C1OC)NC1CCN(CC1)CCOC